C1(=C(C(=C(C(=C1[2H])[2H])[2H])[2H])[2H])C1=C(C(=C(C(=C1)[2H])[2H])[2H])[2H] 1,1'-biphenyl-d9